6'-methyl-1',2'-dihydrospiro[cyclohexane-1,3'-indol] CC1=CC=C2C3(CNC2=C1)CCCCC3